8-Bromo-3-chlorobenzo[e][1,2,4]triazine-1-oxide BrC1=CC=CC=2N=C(N=[N+](C21)[O-])Cl